din-hexylamine C(CCCCC)NCCCCCC